[2-(4-chlorophenyl)-2-oxoethyl]propanedioic acid dimethyl ester COC(C(C(=O)OC)CC(=O)C1=CC=C(C=C1)Cl)=O